{5-[(4-{4-[(dimethylamino)methyl]-3-phenyl-1H-pyrazol-1-yl}-2-pyrimidinyl)amino]-4-methoxy-2-(4-morpholinyl)phenyl}acrylamide CN(C)CC=1C(=NN(C1)C1=NC(=NC=C1)NC=1C(=CC(=C(C1)C(C(=O)N)=C)N1CCOCC1)OC)C1=CC=CC=C1